FC(C=1C=C(C=C(C1)C(F)(F)F)[B-](C1=CC(=CC(=C1)C(F)(F)F)C(F)(F)F)(C1=CC(=CC(=C1)C(F)(F)F)C(F)(F)F)C1=CC(=CC(=C1)C(F)(F)F)C(F)(F)F)(F)F.C(CCCCCCCCCCCCCCCCC)[NH+](C)CCCCCCCCCCCCCCCCCC Dioctadecylmethylammonium tetrakis{3,5-di(trifluoromethyl)phenyl}borate